ethyl (4S)-2-((tert-butyldimethylsilyl)oxy)-4-(((R)-tert-butylsulfinyl)amino)-5,5,5-trifluoropentanoate [Si](C)(C)(C(C)(C)C)OC(C(=O)OCC)C[C@@H](C(F)(F)F)N[S@](=O)C(C)(C)C